C(C)(C)(C)OC(=O)N1CC(C1)S(=O)(=O)C1=CC(=C(C(=O)O)C=C1)N1CCC2(CC2)CC1 4-((1-(t-butoxycarbonyl)azetidin-3-yl)sulfonyl)-2-(6-azaspiro[2.5]oct-6-yl)benzoic acid